C(C)(=O)N1[C@H]([C@@H]([C@H](C2=CC(=CC=C12)C(=O)N)NC1=NC(=CC=C1)COC)C)C1CC1 (2S,3R,4R)-1-acetyl-2-cyclopropyl-4-((6-(methoxymethyl)pyridin-2-yl)amino)-3-methyl-1,2,3,4-tetrahydroquinoline-6-carboxamide